ClC=1C=C(C=CC1OC(CCC(C)C)=O)C1NC(NC(=C1C(=O)OCC)C)=O ethyl 4-(3-chloro-4-(4-methylpentanoyloxy)phenyl)-6-methyl-2-oxo-1,2,3,4-tetrahydropyrimidine-5-carboxylate